1-chloro-2,2-dichloroethane ClCC(Cl)Cl